(S)-3-((1-acryloylpiperidin-4-yl)amino)-N-(2-(dimethylamino)-1-phenylethyl)-6,6-dimethyl-4,6-dihydropyrrolo[3,4-c]pyrazole-5(1H)-carboxamide C(C=C)(=O)N1CCC(CC1)NC=1C2=C(NN1)C(N(C2)C(=O)N[C@H](CN(C)C)C2=CC=CC=C2)(C)C